(8-fluoro-2-(6-methoxypyridin-3-yl)-5,7-dimethyl-2,3-dihydrobenzo[b][1,4]Dioxin-6-yl)methylamine FC1=C(C(=C(C2=C1OC(CO2)C=2C=NC(=CC2)OC)C)CN)C